N-(6-chloropyridin-3-yl)-6-(2-(3-methyloxetan-3-yl)ethoxy)isoquinolin-1-amine ClC1=CC=C(C=N1)NC1=NC=CC2=CC(=CC=C12)OCCC1(COC1)C